5,5-dichloro-2-(3,4-dichlorophenyl)pent-4-enoic acid ClC(=CCC(C(=O)O)C1=CC(=C(C=C1)Cl)Cl)Cl